C(C)(C)(C)[S@@](=O)N[C@@H]1C2=CC(=CC=C2CC12CCN(CC2)C(=O)OC(C)(C)C)C2CC2 tert-butyl (S)-1-(((R)-tert-butylsulfinyl)amino)-6-cyclopropyl-1,3-dihydrospiro[indene-2,4'-piperidine]-1'-carboxylate